O(C1=CC=CC=C1)CCCCCCC1=CC=C(C=C1)NC(=O)N1CCN(CC1)C(=O)OC(C)(C)C tert-butyl 4-((4-(6-phenoxyhexyl)phenyl)carbamoyl)piperazine-1-carboxylate